(methallyl)nickel C(C(C)=C)[Ni]